laurylether sulfuric acid salt S(O)(O)(=O)=O.C(CCCCCCCCCCC)OCCCCCCCCCCCC